europium isopropoxide CC([O-])C.[Eu+3].CC([O-])C.CC([O-])C